6-((Methyl(phenyl)amino)methyl)-N4-(p-tolyl)pyrimidine-2,4-diamine CN(C1=CC=CC=C1)CC1=CC(=NC(=N1)N)NC1=CC=C(C=C1)C